(5-(methoxycarbonyl)-2,4-dimethylphenyl)-6,7-dihydro-3H-imidazo[4,5-c]Pyridine-5(4H)-carboxylic acid tert-butyl ester C(C)(C)(C)OC(=O)N1CC2=C(CC1)N=C(N2)C2=C(C=C(C(=C2)C(=O)OC)C)C